ethan-1-amin C(C)N